(4S,5R)-5-((S)-5H-imidazo[5,1-a]isoindol-5-yl)-4,5,6,7-tetrahydropyrazolo[1,5-a]pyridin-4-ol C=1N=CN2C1C1=CC=CC=C1[C@@H]2[C@@H]2[C@@H](C=1N(CC2)N=CC1)O